(R)-10-fluoro-7-(methyl-d3)-6,6a,7,8-tetrahydroindolo[4,3-fg]quinolin-9(4H)-one FC=1C(CN([C@@H]2CC=3C4=C(C12)C=CC=C4NC3)C([2H])([2H])[2H])=O